CC=1C(=NON1)C(=O)O C4-methyl-1,2,5-oxadiazole-3-carboxylic acid